Ethyl-(R)-3-oxo-2-(p-tolyl)-2,3-dihydro-1H-benzol C(C)[C@H]1C(C(CC=C1)=O)C1=CC=C(C=C1)C